isooctyl monomethacrylate C(C(=C)C)(=O)OCCCCCC(C)C